8-bromo-3,4-dihydrobenzo[f][1,4]oxazepin BrC1=CC2=C(CNCCO2)C=C1